CC(C(C=O)NC([O-])=O)CC 3-methyl-1-oxopentan-2-ylcarbamate